N-(4-((2-(1,1-difluoroethyl)-6-methylpyrimidin-4-yl)amino)-5-morpholinopyridin-2-yl)acetamide FC(C)(F)C1=NC(=CC(=N1)NC1=CC(=NC=C1N1CCOCC1)NC(C)=O)C